ClC1=CC=C(CNC(=O)C2=CC=C(N(C2=O)CCO)C(=O)NCC2(CC2)OC)C=C1 N5-(4-chlorobenzyl)-1-(2-hydroxyethyl)-N2-((1-methoxycyclopropyl)methyl)-6-oxo-1,6-dihydropyridine-2,5-dicarboxamide